aminomethyl-triethoxysilan NC[Si](OCC)(OCC)OCC